diphenylphosphorylphenolate C1(=CC=CC=C1)P(=O)(C1=CC=CC=C1)C1=C(C=CC=C1)[O-]